1,1-bis(tert-amyl-peroxy)-3,3,5-trimethyl-cyclohexane tert-Butyl-2-[(4R)-4-[3-(2,4-dioxohexahydropyrimidin-1-yl)-1-methyl-indazol-6-yl]-3,3-difluoro-1-piperidyl]acetate C(C)(C)(C)OC(CN1CC([C@H](CC1)C1=CC=C2C(=NN(C2=C1)C)N1C(NC(CC1)=O)=O)(F)F)=O.C(C)(C)(CC)OOC1(CC(CC(C1)C)(C)C)OOC(C)(C)CC